(6aS,9S)-9-[5-(4-chloro-1H-pyrrol-2-yl)-1,2,4-oxadiazol-3-yl]-3-fluoro-6,6a,7,8,9,10-hexahydrodipyrido[1,2-a:4',3'-e]azepin-12(5H)-one ClC=1C=C(NC1)C1=NC(=NO1)[C@H]1CC[C@@H]2N(C(C3=C(CC2)C=C(N=C3)F)=O)C1